2,4-diamino-6-hydroxy-1,3,5-triazine NC1=NC(=NC(=N1)N)O